ClC1=C(C=CC(=C1)C(F)(F)F)NC(CN1C=2N(C(C(=C1CC)N1CCN(CC1)S(=O)(=O)C1CC1)=O)N=C(N2)C=2CCOCC2)=O N-(2-chloro-4-(trifluoromethyl)phenyl)-2-(6-(4-(cyclopropylsulfonyl)piperazin-1-yl)-2-(3,6-dihydro-2H-pyran-4-yl)-5-ethyl-7-oxo-[1,2,4]triazolo[1,5-a]pyrimidin-4(7H)-yl)acetamide